N1-Methylpseudouridin CN1C=C([C@H]2[C@H](O)[C@H](O)[C@@H](CO)O2)C(NC1=O)=O